CC1=CC=C2C=C(CN(C2=C1)S(=O)(=O)C1=CC=C(C)C=C1)C1=CC=CC=C1 7-methyl-3-phenyl-1-tosyl-1,2-dihydroquinoline